FC1=C(C=C(C(=C1)OC)OCC1=C(C=CC2=C1N=CS2)F)N2C(NC=1C(C2=O)=C(SC1)C(=O)[O-])=O.[Na+] sodium 3-(2-fluoro-5-((5-fluorobenzo[d]thiazol-4-yl) methoxy)-4-methoxyphenyl)-2,4-dioxo-1,2,3,4-tetrahydrothieno[3,4-d]pyrimidine-5-carboxylate